FC(C1=C(C(=O)C=2C=C(NC2)C=2NC3=C(C=NC(=C3)N3CCN(CC3)C(=O)OC(C)(C)C)N2)C=CC=C1)(F)F tert-butyl 4-(2-(4-(2-(trifluoromethyl)benzoyl)-1H-pyrrol-2-yl)-1H-imidazo[4,5-c]pyridin-6-yl)piperazine-1-carboxylate